3-aminopropyl-ethoxydimethoxysilane NCCC[Si](OC)(OC)OCC